2-(6-hydroxynaphthalen-2-yl)propionic acid methyl ester COC(C(C)C1=CC2=CC=C(C=C2C=C1)O)=O